2-acrylamidododecane sodium [Na].C(C=C)(=O)NC(C)CCCCCCCCCC